COCCNC(=O)N1[C@H](CN(CC1)C1=NC(=NC(=C1)NC1=CC2=C(C=N1)C=NN2C(C)C)N2CCCC2)C (2S)-N-(2-methoxyethyl)-2-methyl-4-[6-{[1-(propan-2-yl)-1H-pyrazolo[4,3-c]pyridin-6-yl]amino}-2-(pyrrolidin-1-yl)pyrimidin-4-yl]piperazine-1-carboxamide